5-(3-(((1-cyclohexyl-1H-tetrazol-5-yl)methyl)(methyl)amino)-1,2,4-oxadiazol-5-yl)-2-fluorophenol C1(CCCCC1)N1N=NN=C1CN(C1=NOC(=N1)C=1C=CC(=C(C1)O)F)C